8-bromo-N-[(5-chloro-1H-benzimidazol-2-yl)methyl]-2-(methylsulfanyl)pyrazolo[1,5-a][1,3,5]triazin-4-amine BrC=1C=NN2C1N=C(N=C2NCC2=NC1=C(N2)C=CC(=C1)Cl)SC